C(C)OC=1N=CC2=C(N1)NC(C(=C2)C2=CC1=CN(N=C1C=C2)C)=O 2-ethoxy-6-(2-methyl-2H-indazol-5-yl)pyrido[2,3-d]pyrimidin-7(8H)-one